(S)-3,4-Dicarboxyphenylglycine C(=O)(O)C=1C=C([C@H](N)C(=O)O)C=CC1C(=O)O